3-isopropyl-(1H)-benzo-2,1,3-thiadiazin-4-one-2,2-dioxide C(C)(C)N1S(NC2=C(C1=O)C=CC=C2)(=O)=O